2-(4-fluoro-2-methylphenoxy)-5-(trifluoromethyl)benzamide tert-butyl-(2S,6R)-9-(trifluoromethyl)-3,4-dihydro-2H-2,6-methanobenzo[b][1,5]oxazocine-5(6H)-carboxylate C(C)(C)(C)OC(=O)N1[C@H]2C3=C(O[C@@H](CC1)C2)C=C(C=C3)C(F)(F)F.FC3=CC(=C(OC2=C(C(=O)N)C=C(C=C2)C(F)(F)F)C=C3)C